1-methyl-4-(tributylstannyl)-1H-imidazole CN1C=NC(=C1)[Sn](CCCC)(CCCC)CCCC